C(C)(C)(C)OC(N(CC)C1=CC=C(C=C1)CP(=O)(OCC)OCC)=O.COC1=CC=C(C=N1)C(C(=O)N)N1CCN(CC1)CC1=CC(=CC=C1)[N+](=O)[O-] (6-methoxypyridin-3-yl)-2-{4-[(3-nitrophenyl)methyl]piperazin-1-yl}acetamide tert-Butyl-(4-((diethoxyphosphoryl)methyl)phenyl)(ethyl)-carbamate